(S)-2-((2S,3R)-3-((tert-butoxycarbonyl)amino)-2-hydroxy-4-phenylbutanamido)-2-(3-(trifluoromethoxy)phenyl)butanoic acid C(C)(C)(C)OC(=O)N[C@@H]([C@@H](C(=O)N[C@@](C(=O)O)(CC)C1=CC(=CC=C1)OC(F)(F)F)O)CC1=CC=CC=C1